trans-3-((4-(Methoxy-d3)-5-(quinoxalin-6-yl)pyrrolo[2,1-f][1,2,4]triazin-2-yl)amino)-1-methylcyclobutan-1-ol C(OC1=NC(=NN2C1=C(C=C2)C=2C=C1N=CC=NC1=CC2)NC2CC(C2)(O)C)([2H])([2H])[2H]